5-((R)-3-aminopiperidin-1-yl)-2-(2,6-dioxopiperidin-3-yl)isoindoline N[C@H]1CN(CCC1)C=1C=C2CN(CC2=CC1)C1C(NC(CC1)=O)=O